C[C@H]1N([C@H](CNC1)C)C(=O)[C@@H]1C[C@H]2N(C=3C(=NN=C(C3)C3=C(C(=CC=C3)F)O)NC2)C1 ((2R,6S)-2,6-dimethylpiperazin-1-yl)((6aR,8R)-2-(3-fluoro-2-hydroxyphenyl)-5,6,6a,7,8,9-hexahydropyrrolo[1',2':4,5]pyrazino-[2,3-c]pyridazin-8-yl)methanone